FC1([C@H]2C[C@@H]([C@H]([C@@H](C1)N2)OC)C(=C)C=2N=CC(=NC2)C2=C(C=C(C=C2)N2C=NC=C2)O)F 2-(5-(1-((1R,2R,3R,5R)-6,6-difluoro-2-methoxy-8-azabicyclo[3.2.1]octan-3-yl)vinyl)pyrazin-2-yl)-5-(1H-imidazol-1-yl)phenol